COC1=CC=C(C=C1)C(C1=CC=CC=C1)(C1=CC=CC=C1)NC=1NC(C=2NC=NC2N1)=O 2-{[(4-methoxyphenyl)diphenylmethyl]amino}-1H-purin-6-one